(R)-N-(4-(chlorodifluoromethoxy)phenyl)-5-((2-cyano-5-fluorophenyl)amino)-6-(3-hydroxypyrrolidin-1-yl)nicotinamide 4-bromobutyl-6,6-bis(octyloxy)hexanoate BrCCCCOC(CCCCC(OCCCCCCCC)OCCCCCCCC)=O.ClC(OC1=CC=C(C=C1)NC(C1=CN=C(C(=C1)NC1=C(C=CC(=C1)F)C#N)N1C[C@@H](CC1)O)=O)(F)F